COC=1C=C2CC(N(CC2=CC1)C=1N=NC(=CC1)N(C1CCNCC1)C)=O 6-methoxy-2-(6-(methyl(piperidin-4-yl)amino)pyridazin-3-yl)-1,4-dihydroisoquinolin-3(2H)-one